3,3'-dinitro diphenyl disulfide C1=CC(=CC(=C1)SSC2=CC=CC(=C2)[N+](=O)[O-])[N+](=O)[O-]